C(C)(C)C=1C(=NNC1C=1C=C(C=2N(C1)N=CN2)OC)C=2SC(=C(N2)C)N2[C@@H](CN(CC2)CC2CCOCC2)C (R)-2-(4-isopropyl-5-(8-methoxy-[1,2,4]triazolo[1,5-a]pyridin-6-yl)-1H-pyrazol-3-yl)-4-methyl-5-(2-methyl-4-((tetrahydro-2H-pyran-4-yl)methyl)piperazin-1-yl)thiazole